((7R)-7-Amino-2-azabicyclo[2.2.1]heptan-2-yl)(2-(1-(cyclopropylmethyl)-6-(2-methoxypyridin-4-yl)-1H-pyrrolo[2,3-b]pyridin-2-yl)-3-methylbenzofuran-6-yl)methanone N[C@H]1C2N(CC1CC2)C(=O)C2=CC1=C(C(=C(O1)C1=CC=3C(=NC(=CC3)C3=CC(=NC=C3)OC)N1CC1CC1)C)C=C2